(4-{3-[(4-Chlorophenyl)oxy]-2-hydroxypropyl}piperazin-1-yl)-3-phenylbutan-2-ol ClC1=CC=C(C=C1)OCC(CN1CCN(CC1)CC(C(C)C1=CC=CC=C1)O)O